4-[2-(2-chloro-3-methyl-4-pyridinyl)ethynyl]-1-(6-chloro-3-pyridinyl)-5-methyl-imidazole-2-carboxamide ClC1=NC=CC(=C1C)C#CC=1N=C(N(C1C)C=1C=NC(=CC1)Cl)C(=O)N